1,3,5-tri(hex-5-yn-1-yl)-1,3,5-triazine-2,4,6-trione C(CCCC#C)N1C(N(C(N(C1=O)CCCCC#C)=O)CCCCC#C)=O